C(CCS(=O)(=O)O)CCS(=O)(=O)O.NC1=C2C(=NC=N1)N(N=C2C2=CC=C(C=C2)O)C(C)C=2OC1=CC=CC=C1C(C2C2=CC(=CC=C2)F)=O 2-(1-(4-amino-3-(4-hydroxyphenyl)-1H-pyrazolo[3,4-d]pyrimidin-1-yl)ethyl)-3-(3-fluorophenyl)-4H-chromen-4-one methylenebis(ethanesulfonate)